C(CCC)OC1=NC(=C2N=C(NC2=N1)OC)N 2-butoxy-8-methoxy-9H-purine-6-Amine